2,5-dimethyl-5-chloro-2-hexanol CC(C)(CCC(C)(Cl)C)O